C(#N)C1=CC(=C(C=C1)N1CC(N(C2(CC(C2)C(=O)OC(C)(C)C)C1=O)CC1=CC=C(C=C1)C(F)(F)F)=O)F tert-butyl (2s,4s)-8-(4-cyano-2-fluorophenyl)-6,9-dioxo-5-(4-(trifluoro-methyl)benzyl)-5,8-diazaspiro[3.5]nonane-2-carboxylate